ClC1=C(C=CC(=N1)C1=CC2=C(N=C3N2[C@H]2C4=C(C(N([C@@H]3C2)C([2H])([2H])[2H])=O)C=CC=C4OC(F)F)C=C1)P(=O)(C)C (7R,14R)-11-(6-chloro-5-(dimethylphosphoryl)pyridin-2-yl)-1-(difluoromethoxy)-6-(methyl-d3)-6,7-dihydro-7,14-methanobenzo[f]benzo[4,5]imidazo[1,2-a][1,4]diazocin-5(14H)-one